C1(CC1)C1=NC(=CC=C1O[C@@H]1C[C@H](CCC1)C(=O)O)C=1N=NN(C1COC(N(CC1COC1)C)=O)C (1S,3S)-3-((2-cyclopropyl-6-(1-Methyl-5-(((methyl(oxetan-3-ylmethyl)carbamoyl)oxy)methyl)-1H-1,2,3-triazol-4-yl)pyridine-3-yl)oxy)cyclohexanecarboxylic acid